tert-Butyl 4-bromoisoindoline-2-carboxylate BrC1=C2CN(CC2=CC=C1)C(=O)OC(C)(C)C